N7-[4,4-difluorotetralin-1-yl]-2-(methoxymethyl)pyrazolo[1,5-a]pyrimidine-3,7-dicarboxamide FC1(CCC(C2=CC=CC=C12)NC(=O)C1=CC=NC=2N1N=C(C2C(=O)N)COC)F